BrC=1C(=C(C=CC1)NC1=NC=NC2=CC3=C(C=C12)O[C@@H](CO3)C=C)F |r| (±)-N-(3-Bromo-2-fluorophenyl)-7-ethenyl-7,8-dihydro[1,4]dioxino[2,3-g]quinazolin-4-amine